ClC1=C(C=CC(=C1)OCC=1C(=NOC1C1CC1)C1=C(C=CC=C1Cl)Cl)[C@H]1[C@@H](C1)C1=CC=C(C(=O)O)C=C1 |r| (±)-trans-4-[2-[2-chloro-4-[5-cyclopropyl-3-(2,6-dichlorophenyl)isoxazol-4-ylmethoxy]phenyl]cyclopropyl]benzoic acid